N-[2,5-difluoro-4-(trifluoromethyl)phenyl]-5-(5-methylthiophen-3-yl)-1H-pyrrole-3-sulfonamide FC1=C(C=C(C(=C1)C(F)(F)F)F)NS(=O)(=O)C1=CNC(=C1)C1=CSC(=C1)C